tert-butyl 4-phenyl-5-(2-(3-sulfamoylphenylamino)pyrimidin-4-yloxy)thiazol-2-ylcarbamate C1(=CC=CC=C1)C=1N=C(SC1OC1=NC(=NC=C1)NC1=CC(=CC=C1)S(N)(=O)=O)NC(OC(C)(C)C)=O